F\C=C/C(=O)NC1=CC(=CC=C1)C=1C=CC=C2C=NC(=NC12)NC=1C=NC(=CC1)N1CCN(CC1)C (Z)-3-fluoro-N-(3-(2-((6-(4-methylpiperazin-1-yl)pyridin-3-yl)amino)quinazolin-8-yl)phenyl)acrylamide